ClC=1C=C(NC2(CCC3(C(CC4=CC=CC=C34)C[C@H](CN3C=C(C(C=4C(CCCC34)C)=O)C)C)CC2)C(=O)O)C=CC1 4-(3-Chloroanilino)-2'-[(2R)-3-(3,5-dimethyl-4-oxo-5,6,7,8-tetrahydroquinolin-1(4H)-yl)-2-methylpropyl]-2',3'-dihydrospiro[cyclohexane-1,1'-indene]-4-carboxylic acid